2-methyl-5-(1,2,3,4-tetrahydroquinoline-1-carbonyl)-N-(m-tolyl)benzenesulfonamide CC1=C(C=C(C=C1)C(=O)N1CCCC2=CC=CC=C12)S(=O)(=O)NC=1C=C(C=CC1)C